CC1=CC=C(C=C1)S(=O)(=O)O.C(C)N1C(N(C=C1)C)C 1-ethyl-2,3-dimethylimidazole p-toluenesulfonate